4-((1R,3S)-3-(but-2-ynamido)cyclohexyl)-5-fluoro-2,3-dimethyl-1H-indole-7-carboxamide C(C#CC)(=O)N[C@@H]1C[C@@H](CCC1)C1=C2C(=C(NC2=C(C=C1F)C(=O)N)C)C